Cl.Cl.CC1(NCC(C(C1)N1CCCCC1)C)C 2,2,5-trimethyl-4-(1-piperidinyl)piperidine dihydrochloride